Indol-2-amine N1C(=CC2=CC=CC=C12)N